(2,2,3,3,4,4-2H6)azetidine N1C(C(C1([2H])[2H])([2H])[2H])([2H])[2H]